Cl.N1CCC=2C=NC=CC21 2,3-dihydro-1H-pyrrolo[3,2-c]pyridine hydrochloride